CC(C#CC(OC)=S)(C)N(CCCCCCCC)C methyl 4-methyl-4-[methyl (octyl)amino]pent-2-ynethioate